C1=CNC=2C1=C1C=3CCCCC3C(=NC1=CC2)C2=CC=C(C=N2)O 6-(8,9,10,11-tetrahydro-3H-pyrrolo[3,2-a]phenanthridin-7-yl)pyridin-3-ol